m-nitrobenzenehydrazide [N+](=O)([O-])C=1C=C(C=CC1)C(=O)NN